[Co].[Co].[Mn].[Al] aluminum manganese di-cobalt